Methyl (S)-(1-(2-(4-(1-(difluoromethyl)-1H-pyrazol-3-yl)-2,6-difluorobenzyl)hydrazinyl)-4,4,4-trifluoro-3,3-dimethyl-1-oxobutan-2-yl)carbamate FC(N1N=C(C=C1)C1=CC(=C(CNNC([C@H](C(C(F)(F)F)(C)C)NC(OC)=O)=O)C(=C1)F)F)F